N-ethyl-1-(5-methoxy-4-(7-methoxypyrazolo[1,5-c]pyrimidin-5-yl)pyridin-2-yl)ethan-1-amine C(C)NC(C)C1=NC=C(C(=C1)C1=CC=2N(C(=N1)OC)N=CC2)OC